5-methoxy-2-(piperazin-1-yl)pyrimidine hydrochloride Cl.COC=1C=NC(=NC1)N1CCNCC1